2-(3,5-bis(methoxymethoxy)phenyl)-8-((tert-butyldimethylsilyl)oxy)-2-methyl-3-phenyloctan-3-ol COCOC=1C=C(C=C(C1)OCOC)C(C)(C(CCCCCO[Si](C)(C)C(C)(C)C)(O)C1=CC=CC=C1)C